2'-(4,5-Dimethyl-1H-imidazol-2-yl)-N-isopropyl-3,4'-bipyridine CC=1N=C(NC1C)C1=NC=CC(=C1)C=1CN(C=CC1)C(C)C